1-(4-(3-bromopropyloxy)phenyl)-3-m-nitrophenyl-2-propen-1-one BrCCCOC1=CC=C(C=C1)C(C=CC1=CC(=CC=C1)[N+](=O)[O-])=O